2,6-difluorobenzotrichloride FC1=C(C(=CC=C1)F)C(Cl)(Cl)Cl